3,5-Diamino-6-[1,1-bis-(4-chlorophenyl)methyl]-1,2,4-triazine NC=1N=NC(=C(N1)N)C(C1=CC=C(C=C1)Cl)C1=CC=C(C=C1)Cl